BrC1=C(OCCCCOC2=CC=CC(=N2)C(=O)OC)C=C(C(=C1)C=O)[N+](=O)[O-] methyl 6-[4-(2-bromo-4-formyl-5-nitro-phenoxy)butoxy]pyridine-2-carboxylate